9-[4-(1-methylethyl)phenyl]-3,4,6,7,8,9-hexahydropyrido[2,1-c][1,2,4]thiadiazine 2,2-dioxide CC(C)C1=CC=C(C=C1)C1CCCN2C1=NS(CC2)(=O)=O